(R)-panthenol OCCCNC([C@H](O)C(C)(C)CO)=O